(1-methyl-2-oxabicyclo[2.1.1]hexan-4-yl)-[2-[[2-methyl-6-(trifluoromethyl)-3-pyridyl]sulfonyl]-2,6-diazaspiro[3.3]heptan-6-yl]methanone CC12OCC(C1)(C2)C(=O)N2CC1(CN(C1)S(=O)(=O)C=1C(=NC(=CC1)C(F)(F)F)C)C2